6-Amino-3-((1R,3S)-4'-chloro-3-(1H-1,2,4-triazol-1-yl)-1',2'-dihydrospiro[cyclopentane-1,3'-pyrrolo[2,3-b]pyridin]-5'-yl)-2-fluoro-N,N-dimethylbenzamide NC1=CC=C(C(=C1C(=O)N(C)C)F)C=1C(=C2C(=NC1)NC[C@]21C[C@H](CC1)N1N=CN=C1)Cl